C[C@H]1CN(C[C@H](O1)C)CC1=CC=C(C=C1)C(/C=C/C1=CC=C(C=C1)/C=C/C(CO)=O)=O (E)-4-[4-[(E)-3-[4-[[(2S,6R)-2,6-Dimethylmorpholin-4-yl]methyl]phenyl]-3-oxoprop-1-enyl]phenyl]-1-hydroxybut-3-en-2-one